(R)-2-amino-5-(3,4-dichlorophenyl)-4-oxo-4,5-dihydrofuran-3-yl-5-d phenylmethanesulfonate C1(=CC=CC=C1)CS(=O)(=O)OC1=C(O[C@](C1=O)([2H])C1=CC(=C(C=C1)Cl)Cl)N